(RS)-2,4'-dichloro-alpha-(pyrimidin-5-yl)benzhydryl alcohol ClC1=C([C@@](C2=CC=C(C=C2)Cl)(C=2C=NC=NC2)O)C=CC=C1 |r|